N,N'-bis(3-fluorophenyl)thiourea FC=1C=C(C=CC1)NC(=S)NC1=CC(=CC=C1)F